tert-butyl (2s,5r)-4-((1-(3-(2,6-bis(benzyloxy) pyridin-3-yl)-1-methyl-1H-indazol-7-yl) piperidin-4-yl) methyl)-2,5-dimethylpiperazine-1-carboxylate C(C1=CC=CC=C1)OC1=NC(=CC=C1C1=NN(C2=C(C=CC=C12)N1CCC(CC1)CN1C[C@@H](N(C[C@H]1C)C(=O)OC(C)(C)C)C)C)OCC1=CC=CC=C1